BrC(C)C=1C=C(C=O)C=CC1 3-(1-bromoethyl)benzaldehyde